N-(2-(4-Fluorophenyl)-2-(pyrrolidin-3-yl)propyl)-2,5-bis(trifluoromethyl)pyrazolo[1,5-a]pyrimidin-7-amine FC1=CC=C(C=C1)C(CNC1=CC(=NC=2N1N=C(C2)C(F)(F)F)C(F)(F)F)(C)C2CNCC2